CC1(CC1)C(=O)NCC=1NC2=CC(=CC=C2C1C(F)(F)F)OCC=1N=CSC1 1-methyl-N-((6-(thiazol-4-ylmethoxy)-3-(trifluoromethyl)-1H-indol-2-yl)methyl)cyclopropane-1-carboxamide